OCCC(CC1CCN(CC1)C(=O)OC(C)(C)C)C1=CC(=CC=C1)C(F)(F)F tertbutyl 4-(4-hydroxy-2-(3-(trifluoromethyl)phenyl)butyl)piperidine-1-carboxylate